C(C)[C@]1(C(OCC=2C(N3CC=4C(=NC=5C=C(C(=C6C5C4C(CC6)(C)COCCO)C)F)C3=CC21)=O)=O)O (9S)-9-ethyl-5-fluoro-9-hydroxy-1-((2-hydroxyethoxy)methyl)-1,4-dimethyl-1,2,3,9,12,15-hexahydro-10H,13H-benzo[de]pyrano[3',4':6,7]indolizino[1,2-b]quinoline-10,13-dione